2-{[2-(trimethylsilyl)ethoxy]methyl}-2,7,8,9-tetrahydro-6-thia-2,3,5-triaza-benzo[cd]azulene C[Si](CCOCN1C=C2CCCSC=3C2=C1N=CN3)(C)C